(2S,3R,4S,5R,6R)-4-(4-(3,4,5-Trifluorophenyl)-1H-1,2,3-triazol-1-yl)-2-(((R)-2-hydroxy-1-phenylethyl)thio)-6-(hydroxymethyl)tetrahydro-2H-pyran-3,5-diol FC=1C=C(C=C(C1F)F)C=1N=NN(C1)[C@@H]1[C@H]([C@@H](O[C@@H]([C@@H]1O)CO)S[C@@H](CO)C1=CC=CC=C1)O